NC1=C(C=NN1)C(=O)NC1CCCC1 5-amino-N-cyclopentyl-1H-pyrazole-4-carboxamide